CN1C(N(C(NC1=O)=O)C=1C=C2C(=CN(C2=CC1)C1=CC=CC=C1)C)=O 1-methyl-3-(3-methyl-1-phenyl-1H-indol-5-yl)-1,3,5-triazine-2,4,6-trione